COCCN(P(OCC)(=O)CC1=CC=C(C=C1)C1=NOC(=N1)C(F)(F)F)C ethyl N-(2-methoxyethyl)-N-methyl-P-(4-(5-(trifluoromethyl)-1,2,4-oxadiazol-3-yl)benzyl)phosphonamidate